C[C@H]1CN([C@@]12CN(CC2)C=2C1=C(N=CN2)NC=C1)C(=O)OCC1=CC=CC=C1 benzyl (3S,4R)-3-methyl-6-(7H-pyrrolo[2,3-d]pyrimidin-4-yl)-1,6-diazaspiro[3.4]octane-1-carboxylate